(S)-3-(5-(4-((1-(4-((1R,2S)-6-hydroxy-2-(2-hydroxypropan-2-yl)-1,2,3,4-tetrahydronaphthalen-1-yl)phenyl)piperidin-4-yl)methyl)piperazin-1-yl)-1-oxoisoindolin-2-yl)piperidine-2,6-dione OC=1C=C2CC[C@@H]([C@@H](C2=CC1)C1=CC=C(C=C1)N1CCC(CC1)CN1CCN(CC1)C=1C=C2CN(C(C2=CC1)=O)[C@@H]1C(NC(CC1)=O)=O)C(C)(C)O